CC(C(=O)C1=C(C=CC(=C1)OC(C)C)C)(C)NC(=O)C=1SC=CC1C N-[1,1-dimethyl-2-(4-isopropoxy-o-tolyl)-2-oxo-ethyl]-3-methylthiophene-2-carboxamide